N-((4-(5-(1,1-difluoroethyl)-1,2,4-oxadiazol-3-yl)bicyclo[2.2.2]octan-1-yl)methyl)-N-(3-(difluoromethoxy)phenyl)-3-hydroxy-3-(trifluoromethyl)cyclobutane-1-carboxamide FC(C)(F)C1=NC(=NO1)C12CCC(CC1)(CC2)CN(C(=O)C2CC(C2)(C(F)(F)F)O)C2=CC(=CC=C2)OC(F)F